BrC1=CC=C(S1)B(C=1SC(=CC1)Br)C=1SC(=CC1)Br tri(5-bromothiophen-2-yl)boron